ClC=1C=CC=2C=3N(C(=NC2C1)NCC1=C(C=C(C=C1)OC)OC)N=C(N3)[C@H]3CN(CCC3)C(=O)OC(C)(C)C tert-butyl (R)-3-(8-chloro-5-((2,4-dimethoxybenzyl)amino)-[1,2,4]triazolo[1,5-c]quinazolin-2-yl)piperidine-1-carboxylate